ClC1=CC(=C(C=C1)C1=NC(=CC=2N=C(N(C(C21)=O)C)C)N2C[C@@H](OCC2)C=2C=NN(C2)C2CCC2)F 5-(4-chloro-2-fluorophenyl)-7-((2S)-2-(1-cyclobutyl-1H-pyrazol-4-yl)-4-morpholinyl)-2,3-dimethylpyrido[4,3-d]pyrimidin-4(3H)-one